COC=1C(=NC=CN1)N1N=C(C=C1)N 1-(3-methoxypyrazin-2-yl)-1H-pyrazol-3-amine